(2-fluoro-4-(piperazin-1-yl)phenyl)-2-methylimidazo[1,2-a]pyrazine-6-carboxamide HCl salt Cl.FC1=C(C=CC(=C1)N1CCNCC1)C1=C(N=C2N1C=C(N=C2)C(=O)N)C